methyl-gamma-caprolactone CC1C(=O)OC(C1)CC